CC(C)(C)S(=O)NC1(COC1)C(F)(F)F 2-methyl-N-(3-(trifluoromethyl)oxetan-3-yl)propane-2-sulfinamide